Cl.FC1=COC2=C1C=CC=C2[C@@H](C)N (R)-1-(3-fluorobenzofuran-7-yl)ethan-1-amine hydrochloride